(2-(4-(5-fluoro-1-methyl-1H-indazol-6-yl)quinolin-8-yl)acetyl)glycylglycine FC=1C=C2C=NN(C2=CC1C1=CC=NC2=C(C=CC=C12)CC(=O)NCC(=O)NCC(=O)O)C